4-((1S,3R)-3-methoxycyclopentyl)-6-(2-methyl-6-(4H-1,2,4-triazol-3-yl)pyridin-3-yl)-3,4-dihydropyrazino[2,3-b]pyrazin-2(1H)-one CO[C@H]1C[C@H](CC1)N1CC(NC2=NC=C(N=C21)C=2C(=NC(=CC2)C2=NN=CN2)C)=O